[O-][V](=O)([O-])[O-].[Na+].[Na+].[Na+] The molecule is an inorganic sodium salt of formula Na3VO4 containing the tetrahedral VO4(3-) It has a role as an EC 3.1.3.48 (protein-tyrosine-phosphatase) inhibitor. It contains a vanadate(3-).